N,N-dimethyl-aminoethyl (methyl)acrylate CC(C(=O)OCCN(C)C)=C